N-methyl-3-aminopropyltributoxysilane CNCCC[Si](OCCCC)(OCCCC)OCCCC